S1C=NC2=C1C=C(C=C2)NC(C2=C(C(=CC=C2)C(F)(F)F)Cl)=O N-Benzothiazol-6-yl-2-chloro-3-trifluoromethyl-benzamide